tert-Butyl N-[(8-fluoro-6-formyl-3,5,6,7-tetrahydrocyclopenta[f]benzimidazol-2-yl)methyl]-N-(2-methoxyethyl)carbamate FC1=C2C(=CC3=C1N=C(N3)CN(C(OC(C)(C)C)=O)CCOC)CC(C2)C=O